C(C)(=O)NC(C(=O)OCC)C(=O)OCC diethyl acetamidomalonate